[6-[3-(oxetan-3-yl)-1H-1,2,4-triazol-5-yl]-2-azaspiro[3.3]heptan-2-yl]-[7-[[5-(trifluoromethyl)-2-pyridyl]methyl]-2-azaspiro[3.5]nonan-2-yl]methanone O1CC(C1)C1=NNC(=N1)C1CC2(CN(C2)C(=O)N2CC3(C2)CCC(CC3)CC3=NC=C(C=C3)C(F)(F)F)C1